1-((R)-3,3-difluoro-4-((5-(1-((S)-2-fluoropropyl)-1H-benzo[d][1,2,3]triazol-6-yl)-4-methoxypyrrolo[2,1-f][1,2,4]triazin-2-yl)amino)piperidin-1-yl)ethan-1-one-2,2,2-d3 FC1(CN(CC[C@H]1NC1=NN2C(C(=N1)OC)=C(C=C2)C=2C=CC1=C(N(N=N1)C[C@H](C)F)C2)C(C([2H])([2H])[2H])=O)F